C(CC)(=O)O.C(C)(C)(C)C=1C=CC=C(C1O)C 3-t-butyl-4-hydroxy-5-methylbenzene propanoate